C(C1=CC=CC=C1)C1C(C2(CCN1C(=O)OC(C)(C)C)CCNCC2)=O tert-butyl benzyl-1-oxo-3,9-diazaspiro[5.5]undecane-3-carboxylate